9,12-dioxa-1,3-diazadispiro[4.2.48.25]tetradecane-2,4-dione N1C(NC(C12CCC1(OCCO1)CC2)=O)=O